(4-(3-chloro-4-(trifluoromethyl)phenoxy)piperidin-1-yl)(4-(3-hydroxyoxetan-3-yl)phenyl)methanone ClC=1C=C(OC2CCN(CC2)C(=O)C2=CC=C(C=C2)C2(COC2)O)C=CC1C(F)(F)F